1,6-dihydroxynaphthalene-2,5-dicarboxylic acid OC1=C(C=CC=2C(=C(C=CC12)O)C(=O)O)C(=O)O